3-((3-(((1-(4-(7-hydroxy-3-phenylchroman-4-yl)phenyl)piperidin-4-yl)(methyl)amino)methyl)phenyl)amino)piperidine-2,6-dione OC1=CC=C2C(C(COC2=C1)C1=CC=CC=C1)C1=CC=C(C=C1)N1CCC(CC1)N(C)CC=1C=C(C=CC1)NC1C(NC(CC1)=O)=O